N(O)=[N] oximinonitrogen